O(C1=CC=CC=C1)CCN(CCC(C(=O)O)NC(=O)C1(COC1)C1=CC=CC=C1)CCCCC1=NC=2NCCCC2C=C1 4-[2-phenoxyethyl-[4-(5,6,7,8-tetrahydro-1,8-naphthyridin-2-yl)butyl]amino]-2-[(3-phenyloxetane-3-carbonyl)amino]butanoic acid